6-hydroxy-2H-pyran-3(6H)-one OC1C=CC(CO1)=O